BrC=1C=C(C2=CN(N=C2C1)C=1SC(=NN1)C)N1CCN(CC1)C(C(C)C)=O 1-(4-(6-bromo-2-(5-methyl-1,3,4-thiadiazol-2-yl)-2H-indazol-4-yl)piperazin-1-yl)-2-methylpropan-1-one